CN(C1=CC=C(C=C1)C=CC1=CC=C(C=C1)[N+](=O)[O-])C 4-Dimethylamino-4'-nitrostilbene